2-[(1S,4S,5R)-5-{[1-Cyclopropyl-4-(2,6-dichlorophenyl)-1H-pyrazol-5-yl]methoxy}-2-azabicyclo[2.2.1]heptan-2-yl]-4-[(3S)-oxolan-3-yl]-1,3-benzothiazol C1(CC1)N1N=CC(=C1CO[C@H]1[C@@H]2CN([C@H](C1)C2)C=2SC1=C(N2)C(=CC=C1)[C@H]1COCC1)C1=C(C=CC=C1Cl)Cl